tert-butyl N-[4-chloro-3-[[3-methyl-5-(5-phenyl-2-thienyl)-2-pyridyl]carbamoyl]phenyl]carbamate ClC1=C(C=C(C=C1)NC(OC(C)(C)C)=O)C(NC1=NC=C(C=C1C)C=1SC(=CC1)C1=CC=CC=C1)=O